2-(3-((dimethylamino)methyl)pyrrolidin-1-yl)-4-ethoxy-N-(8-fluoro-2-methylimidazo[1,2-a]pyridin-6-yl)pyrimidine-5-carboxamide formate C(=O)O.CN(C)CC1CN(CC1)C1=NC=C(C(=N1)OCC)C(=O)NC=1C=C(C=2N(C1)C=C(N2)C)F